BrC=1C=C(C=NC1)C(=O)N1CCNCC1 (5-bromo-3-pyridyl)-piperazin-1-yl-methanone